ClC=1C(=NC=CC1C1=NC(=C(C=C1)CNC1CCN(CC1)C(C)=O)OC)C1=C(C(=CC=C1)NC1=NC=CC(=C1F)CNCC(C)O)Cl 1-(4-(((3'-chloro-2'-(2-chloro-3-((3-fluoro-4-(((2-hydroxypropyl)amino)methyl)pyridin-2-yl)amino)phenyl)-6-methoxy-[2,4'-bipyridin]-5-yl)methyl)amino)piperidin-1-yl)ethan-1-one